ClC=1C(=C(C=CC1)NC1=C(NC2=C1C(NCC2)=O)C2=CC=NC1=CC=C(N=C21)OCC)OC 3-[(3-chloro-2-methoxyphenyl)amino]-2-(6-ethoxy-1,5-naphthyridin-4-yl)-1H,5H,6H,7H-pyrrolo[3,2-c]pyridin-4-one